OC1=C(C(=O)NC2=CC(=CC=C2)C2=CNC3=NC=C(C=C32)C3=CC(=CC=C3)CN3CCN(CC3)C)C=CC=N1 2-Hydroxy-N-(3-{5-[3-(4-methyl-piperazin-1-ylmethyl)-phenyl]-1H-pyrrolo[2,3-b]pyridin-3-yl}-phenyl)-nicotinamide